O[C@@H]([C@H]([C@H]1O[C@@H]([C@@H]([C@H]([C@H]1O)O)O)SC)NC(=O)[C@@H]1N(C[C@@H](C1)CCC)C)C (2R,4R)-N-((1R,2R)-2-hydroxy-1-((2R,3R,4S,5R,6R)-3,4,5-trihydroxy-6-(methylthio)tetrahydro-2H-pyran-2-yl)propyl)-1-methyl-4-propylpyrrolidine-2-carboxamide